COC1=C(C=CC(=C1)CCC(CC(CCCCCCCCCCCCCCC)O)=O)[O-].O=C1N(CC2=CC=CC(=C12)C1=CC=CC=C1)C1C(NC(CC1)=O)=O 3-(1-oxo-7-phenyl-isoindolin-2-yl)piperidine-2,6-dione 2-methoxy-4-(5-hydroxy-3-oxoicosyl)phenolate